tetracyclohexyl-1,2-benzenedioxydiacetamide C1(CCCCC1)C(C(=O)N)(OC=1C(=CC=CC1)OC(C(=O)N)(C1CCCCC1)C1CCCCC1)C1CCCCC1